β-D-gluco-pyranose O[C@H]1[C@H](O)[C@@H](O)[C@H](O)[C@H](O1)CO